2-(4-((5,5-dimethyltetrahydrofuran-3-yl)amino)pyrido[3,4-d]pyridazin-1-yl)phenol CC1(CC(CO1)NC=1N=NC(=C2C1C=NC=C2)C2=C(C=CC=C2)O)C